C(C)OC(=O)C1=CC(=C(C=C1)S(=O)(=O)[O-])O.C(C)(C)(C)C1=CC=C(C=C1)[S+](C1=CC=CC=C1)C1=CC=CC=C1 (4-(tert-butyl)phenyl)diphenylsulfonium 4-(ethoxycarbonyl)-2-hydroxybenzenesulfonate